6-(2-hydroxypropan-2-yl)-2,3-dihydro-1H-isoindol-1-one OC(C)(C)C1=CC=C2CNC(C2=C1)=O